acryl-oxypropyl-triethoxysilane C(=O)(C=C)OCCC[Si](OCC)(OCC)OCC